N-(2-hydroxyethyl)-4-(5-methyl-2-(6-methylpyridin-2-yl)-6,7-dihydropteridin-8(5H)-yl)nicotinamide OCCNC(C1=CN=CC=C1N1CCN(C=2C=NC(=NC12)C1=NC(=CC=C1)C)C)=O